3,5-dimethyl-1-cyclopentylmethyl methacrylate C(C(=C)C)(=O)OCC1CC(CC1C)C